O=C1NC(CCC1N1C(C2=CC=CC(=C2C1=O)NC1CC(C1)OC1CCNCC1)=O)=O 2-(2,6-dioxo-3-piperidyl)-4-[[3-(4-piperidyloxy)cyclobutyl]amino]isoindoline-1,3-dione